(R)-tert-butyl 3-hydroxypyrrolidine-1-carboxylate O[C@H]1CN(CC1)C(=O)OC(C)(C)C